CNC(=O)C1=CC=C(S1)CCC(=O)O 3-[5-(methylcarbamoyl)thiophen-2-yl]propanoic acid